4-fluorophenyl-pinacol borate B(O)(O)O.FC1=CC=C(C=C1)CC(O)(C)C(C)(C)O